C1(=CC=CC=C1)N1C2=CC=CC=C2C=2C=C(C=CC12)C1=CC=C(C=C1)N(C1=CC=2C3(C4=CC=CC=C4C2C=C1)C1=CC=CC=C1C=1C=CC=CC13)C1=CC=C(C=C1)C1=CC=CC3=CC=CC=C13 N-[4-(9-phenyl-9H-carbazole-3-yl)phenyl]-N-[4-(1-naphthyl)phenyl]-9,9'-spirobi(9H-fluorene)-2-amine